O1CC=NCC1C(=O)[O-] [1,4]Oxazin-6(5H)-carboxylate